2-(1H-indol-5-yl)-5-[2-(3-pyridylmethyl)quinuclidin-3-yl]oxy-1,3,4-thiadiazole N1C=CC2=CC(=CC=C12)C=1SC(=NN1)OC1C(N2CCC1CC2)CC=2C=NC=CC2